ClC1=CC=C2C(=CNC2=C1C(F)F)S(=O)(=O)Cl 6-chloro-7-(difluoromethyl)-1H-indole-3-sulfonyl chloride